FC(CNC(NC1=C2C=CN(C2=CC=C1)C1=CC(=NC=C1)NC(=O)C1CC1)=O)(F)F N-(4-(4-(3-(2,2,2-Trifluoroethyl)ureido)-1H-indol-1-yl)pyridin-2-yl)cyclopropancarboxamid